ClC1=C(C=C(CN2[C@@H](C(N(CC2=O)C2=NC=C(C=C2C)Cl)=O)C2COC2)C=C1)F (R)-4-(4-chloro-3-fluoro-benzyl)-1-(5-chloro-3-methylpyridin-2-yl)-3-(oxetan-3-yl)piperazine-2,5-dione